1-[9-(4-chlorophenyl)-8-(1,4-dimethylimidazol-2-yl)-2-[2-hydroxyethyl-(methyl)amino]purin-6-yl]-4-methyl-piperidine-4-carboxamide ClC1=CC=C(C=C1)N1C2=NC(=NC(=C2N=C1C=1N(C=C(N1)C)C)N1CCC(CC1)(C(=O)N)C)N(C)CCO